C1(CC1)C=1N(C2=CC=C(C=C2C1C(C(=O)O)CC1=CC=CC=C1)O)C1=CC(=C(C=C1)F)C 2-[2-cyclopropyl-1-(4-fluoro-3-methyl-phenyl)-5-hydroxy-indol-3-yl]-3-phenyl-propionic acid